ClC1=CC=C(C=C1)[C@@]1(N(C(C2=CC(=CC(=C12)F)[C@](CC)(O)C1(CCOCC1)F)=O)CC1=NC=C(C=N1)C#N)O[C@@H]1COCC1 2-{[(1R)-1-(4-chlorophenyl)-7-fluoro-5-[(1S)-1-(4-fluorooxan-4-yl)-1-hydroxypropyl]-3-oxo-1-[(3S)-oxolan-3-yloxy]-2,3-dihydro-1H-isoindol-2-yl]methyl}pyrimidine-5-carbonitrile